9H-pyrido[2,3-b]indol-8-amine N1=CC=CC2=C1NC1=C(C=CC=C21)N